NC(C)(C)O 2-aminopropane-2-ol